ClCC1=C(C=NC=C1)CC 4-(chloromethyl)-3-ethyl-pyridine